(1S,3S)-1-amino-3-methylcyclohexane-1-carboxylic acid N[C@@]1(C[C@H](CCC1)C)C(=O)O